CC=1C2=C(C=NC1OCC(=O)O)CC(C2)COS(=O)(=O)C2=CC=C(C=C2)C 2-[[4-methyl-6-[(4-methylphenyl)sulfonyloxymethyl]-6,7-dihydro-5H-cyclopenta[c]pyridin-3-yl]oxy]acetic acid